Cl.C(C)N1N=NC(=C1)C1=CC(=C(C(=O)N([C@H]2CNCCC2)C2=NC=CC3=CC=CC(=C23)C)C=C1)F (R)-4-(1-ethyl-1H-1,2,3-triazol-4-yl)-2-fluoro-N-(8-methylisoquinolin-1-yl)-N-(piperidin-3-yl)benzamide hydrochloride salt